ethyl (S)-3-(3-(furan-3-yl)phenyl)-3-(3-(4-hydroxy-1-methyl-2-oxo-1,2-dihydropyridin-3-yl) ureido)propanoate O1C=C(C=C1)C=1C=C(C=CC1)[C@H](CC(=O)OCC)NC(=O)NC=1C(N(C=CC1O)C)=O